N-(2-hydroxy-2-methylpropyl)-4-(2-(4-(methylsulfonyl)phenyl)furo[3,2-b]pyridin-7-yl)picolinamide OC(CNC(C1=NC=CC(=C1)C1=C2C(=NC=C1)C=C(O2)C2=CC=C(C=C2)S(=O)(=O)C)=O)(C)C